(4-bromophenyl)(5-chloro-2-tolyl)methanone BrC1=CC=C(C=C1)C(=O)C1=C(C=C(C=C1)Cl)C